racemic-tert-butyl N-[(trans)-2-methylpiperidin-4-yl]carbamate C[C@@H]1NCC[C@H](C1)NC(OC(C)(C)C)=O |r|